C(C1=CC=CC=C1)OC(=O)N1[C@H](CC[C@H](C1)NC=1N=C2C(=NC1)N(C=C2C(N[C@H](COC)C)=O)COCC[Si](C)(C)C)C |r| cis-racemic-benzyl-5-[(7-[((S)-1-methoxypropan-2-yl)carbamoyl]-5-{[2-(trimethylsilyl)ethoxy]methyl}-5H-pyrrolo[2,3-b]pyrazin-2-yl)amino]-2-methylpiperidine-1-carboxylate